NC1=NC=2C=C(C=CC2C2=C1N=C(N2CC)CN2C(CCC2)=O)C=2SC=CC2 1-{[4-amino-1-ethyl-7-(thiophen-2-yl)-1H-imidazo[4,5-c]quinolin-2-yl]methyl}pyrrolidin-2-one